trans-[(3S)-3-(3,5-difluorophenyl)isoxazolidin-2-yl]-[4-[(6-methylpyrimidin-4-yl)methyl]cyclohexyl]methanone FC=1C=C(C=C(C1)F)[C@H]1N(OCC1)C(=O)[C@@H]1CC[C@H](CC1)CC1=NC=NC(=C1)C